C1(=CC=CC=C1)C1=C(C2=C(N1)C=CC=C2)CN(CC2=CC=C(C=C2)CNCC2=NC=CC=C2)CCC2=NC=CC=C2 N-[(2-phenyl)benzo[b]pyrrol-3-ylmethyl]-N-[2-(2-pyridinyl)ethyl]-N'-(2-pyridinylmethyl)-1,4-benzenedimethanamine